FC1=C(C=C(C=C1)C(O)C=1C=2N(C=CN1)C=NN2)C2=NC=NC1=CC(=CC=C21)N2CCOCC2 [4-Fluoro-3-(7-morpholin-4-yl-quinazolin-4-yl)-phenyl]-[1,2,4]-triazolo[4,3-a]-pyrazin-8-ylmethanol